N1(CCCC1)C1=CC=C(C=C1)C1CCN(CC1)C=O (4-(4-(pyrrolidin-1-yl)phenyl)piperidin-1-yl)methanone